OC1=CC(=C(C=C1C(CC)=O)NC(C)=O)OC N-(4-hydroxy-2-methoxy-5-propionylphenyl)acetamide